Raffinose pentahydrate C([C@@H]1[C@@H]([C@@H]([C@H]([C@H](O1)OC[C@@H]2[C@H]([C@@H]([C@H]([C@H](O2)O[C@]3([C@H]([C@@H]([C@H](O3)CO)O)O)CO)O)O)O)O)O)O)O.O.O.O.O.O